α,α'-bis(4-aminocyclohexyl)-m-diisopropylbenzene NC1CCC(CC1)C(C)(C)C1=CC(=CC=C1)C(C)(C)C1CCC(CC1)N